5,9-Dibromo-7,7-dimethylbenzofluorene BrC1=CC2=C3C(C=C(C=C3C=C2C2=C1C=CC=C2)Br)(C)C